(R)-N-(1-(4-(6-((5-(2,7-diazaspiro[3.5]nonan-7-yl)pyridin-2-yl)amino)pyrimidin-4-yl)-2-methylphenyl)ethyl)-3-(tert-butyl)-1,2,4-oxadiazole-5-carboxamide C1NCC12CCN(CC2)C=2C=CC(=NC2)NC2=CC(=NC=N2)C2=CC(=C(C=C2)[C@@H](C)NC(=O)C2=NC(=NO2)C(C)(C)C)C